tert-butyl (2S,4S)-2-(2-((tert-butyldimethylsilyl)oxy)ethyl)-4-(4,8-dichloro-7-(8-cyanoisoquinolin-1-yl)-6-fluoro-1H-pyrazolo[4,3-c]quinolin-1-yl)piperidine-1-carboxylate [Si](C)(C)(C(C)(C)C)OCC[C@H]1N(CC[C@@H](C1)N1N=CC=2C(=NC=3C(=C(C(=CC3C21)Cl)C2=NC=CC1=CC=CC(=C21)C#N)F)Cl)C(=O)OC(C)(C)C